5-Chloropyridin-3-yl 4,5,6,7-tetrahydro-1H-indazole-3-carboxylate N1N=C(C=2CCCCC12)C(=O)OC=1C=NC=C(C1)Cl